FC(C(=O)O)(F)F.NC1=C2C(=NC=N1)N(N=C2C=2NC1=C(C=CC=C1C2)O)CCCCN 2-(4-amino-1-(4-aminobutyl)-1H-pyrazolo[3,4-d]pyrimidin-3-yl)-1H-indol-7-ol trifluoroacetate